bis[4,4,4,3,3-pentafluorobutyl] 2-fluoromalonate FC(C(=O)OCCC(C(F)(F)F)(F)F)C(=O)OCCC(C(F)(F)F)(F)F